FC=1C(=NC=CC1)N1CCN(CC1)C1=CC=C(C=C1)NC(C1=CC=C(C=C1)OC)=O N-(4-(4-(3-Fluoropyridin-2-yl)piperazin-1-yl)phenyl)-4-methoxybenzamid